tert-butyl (2s,5r)-4-((5-cyclopropyl-4H-1,2,4-triazol-3-yl) (4-fluorophenyl) methyl)-2,5-dimethylpiperazine-1-carboxylate C1(CC1)C=1NC(=NN1)C(N1C[C@@H](N(C[C@H]1C)C(=O)OC(C)(C)C)C)C1=CC=C(C=C1)F